The molecule is a polyprenyl glycosyl phosphate consisting of beta-D-ribose attached at the 1-position to trans,octacis-decaprenyl phosphate. It is a conjugate acid of a trans,octacis-decaprenylphospho-beta-D-ribofuranose(1-). CC(=CCC/C(=C/CC/C(=C\\CC/C(=C\\CC/C(=C\\CC/C(=C\\CC/C(=C\\CC/C(=C\\CC/C(=C\\CC/C(=C\\COP(=O)(O)O[C@H]1[C@@H]([C@@H]([C@H](O1)CO)O)O)/C)/C)/C)/C)/C)/C)/C)/C)/C)C